(1S,2R,3S,4R,5S)-4-(6-(cyclopentylamino)-2-iodo-9H-purin-9-yl)-1-(3-methyl-1,2,4-oxadiazol-5-yl)bicyclo[3.1.0]hexane-2,3-diol C1(CCCC1)NC1=C2N=CN(C2=NC(=N1)I)[C@H]1[C@@H]([C@@H]([C@@]2(C[C@H]12)C1=NC(=NO1)C)O)O